C(C)(C)(C)OC(=O)NCCCNC(=O)C=1C=C(C(=O)NCCCNC(OC(C)(C)C)=O)C=C(C1)C(=O)Cl tert-butyl N-[3-[[3-[3-(tert-butoxycarbonylamino)propylcarbamoyl]-5-chlorocarbonyl-benzoyl]amino]propyl]carbamate